BrN1C(CC2=CC=CC=C12)=O bromooxindole